7-bromo-1,6-dimethyl-4-{4-[3-(2-methylphenyl)-1,2,4-oxadiazol-5-yl]piperidin-1-yl}-2-oxo-1,2-dihydroquinolin-3-carbonitrile BrC1=C(C=C2C(=C(C(N(C2=C1)C)=O)C#N)N1CCC(CC1)C1=NC(=NO1)C1=C(C=CC=C1)C)C